Cl.Cl.ClC1=CC2=C(N(C=N2)C/C=C/[C@H]2NCC[C@@H]2O)C=C1Cl (2R,3S)-2-((E)-3-(5,6-dichloro-1H-benzo[d]imidazol-1-yl)prop-1-en-1-yl)pyrrolidin-3-ol dihydrochloride